3-methylpiperidine CC1CNCCC1